BrC=1C=C2C(=NC1)NN=C2C(=O)OC methyl 5-bromo-1H-pyrazolo[3,4-b]pyridine-3-carboxylate